2,2'-bis(cyclopenta[a]naphthalene-2-yl)-4,4'-di-tert-butylbiphenyl C1C(=CC=2C1=C1C=CC=CC1=CC2)C2=C(C=CC(=C2)C(C)(C)C)C2=C(C=C(C=C2)C(C)(C)C)C2=CC=1C(=C3C=CC=CC3=CC1)C2